bis(2-propenylmethyl)butoxide C(C=C)CC([O-])(CCC)CCC=C